2-ethylbutyl ((((2R,3S,4R,5R)-5-(4-aminopyrrolo[2,1-f][1,2,4]triazin-7-yl)-5-cyano-3,4-dihydroxytetrahydrofuran-2-yl)methoxy)(naphthalen-1-yloxy)phosphoryl)-L-alaninate NC1=NC=NN2C1=CC=C2[C@]2([C@@H]([C@@H]([C@H](O2)COP(=O)(OC2=CC=CC1=CC=CC=C21)N[C@@H](C)C(=O)OCC(CC)CC)O)O)C#N